(S)-2-((1-(3-benzhydryl-1,2,4-oxadiazol-5-yl)ethyl)carbamoyl)-4-methoxypyridin-3-yl butyrate C(CCC)(=O)OC=1C(=NC=CC1OC)C(N[C@@H](C)C1=NC(=NO1)C(C1=CC=CC=C1)C1=CC=CC=C1)=O